Isopropoxybutene methyl-(2S,3S)-2-[7-[tert-butoxycarbonyl-[(2-fluorophenyl)methyl]amino]-3,5-dichloro-thieno[3,2-b]pyridin-2-yl]tetrahydropyran-3-carboxylate COC(=O)[C@@H]1[C@H](OCCC1)C1=C(C2=NC(=CC(=C2S1)N(CC1=C(C=CC=C1)F)C(=O)OC(C)(C)C)Cl)Cl.C(C)(C)OC=CCC